1,1,1,3-Tetrachloropropan ClC(CCCl)(Cl)Cl